CC1=CC(=NC=C1C(F)(F)F)N 4-methyl-5-trifluoromethylpyridin-2-amine